CN1C(N(C=C1)C)[Mn]C1N(C=CN1C)C bis(1,3-dimethyl-2,3-dihydro-1H-imidazol-2-yl)manganese